FC1=CC=C(C=N1)C=1C=NC=2CCN(CC2C1)C=1C(=CC=2N(N1)C(C=C(N2)COC)=O)C 7-(3-(6-fluoropyridin-3-yl)-7,8-dihydro-1,6-naphthyridin-6(5H)-yl)-2-(methoxymethyl)-8-methyl-4H-pyrimido[1,2-b]pyridazin-4-one